CC1=CC=C(C=C1)S(=O)(=O)[O-].C(C)OC[C@H](COC1=CC=C(C=C1)NC(=O)CC[S+](C)C)O |r| (RS)-[2-[4-(3-ethoxy-2-hydroxypropoxy)-phenylcarbamoyl]ethyl]dimethylsulfonium p-toluenesulfonate